CS(=O)(=O)N1CC2(CN(C2)C(=O)OC(C)(C)C)CC1 tert-butyl 6-(methylsulfonyl)-2,6-diazaspiro[3.4]octane-2-carboxylate